5-Hydroxy-2-phenyl-7-((6-(2-fluoro-4-methoxyphenyl-amino)-2-methylpyrimidin-4-yl)oxy)-4H-chromen-4-one OC1=C2C(C=C(OC2=CC(=C1)OC1=NC(=NC(=C1)NC1=C(C=C(C=C1)OC)F)C)C1=CC=CC=C1)=O